tert-butyl (S)-1-((2R,4R)-4-hydroxy-2-(2-hydroxy-4-(4-methylthiazol-5-yl)benzylcarbamoyl)pyrrolidin-1-yl)-3,3-dimethyl-1-oxobutan-2-ylcarbamate O[C@@H]1C[C@@H](N(C1)C([C@H](C(C)(C)C)NC(OC(C)(C)C)=O)=O)C(NCC1=C(C=C(C=C1)C1=C(N=CS1)C)O)=O